N-[5-[(3R)-4-(2-amino-6-methyl-pyrimidin-4-yl)-1,4-oxazepan-3-yl]-4-chloro-2-fluoro-phenyl]acetamide NC1=NC(=CC(=N1)N1[C@@H](COCCC1)C=1C(=CC(=C(C1)NC(C)=O)F)Cl)C